4-amino-N-(3,3-difluoro-1-piperidyl)-1-methyl-N-[[5-(trifluoromethyl)-2-pyridyl]methyl]pyrazolo[4,3-c]quinoline-8-carboxamide NC1=NC=2C=CC(=CC2C2=C1C=NN2C)C(=O)N(CC2=NC=C(C=C2)C(F)(F)F)N2CC(CCC2)(F)F